(3s,4s)-3-[(4-fluorophenoxy)methyl]-4-methyl-2-[2-methyl-5-(pyrimidin-2-yl)-1,3-thiazole-4-carbonyl]-2-azabicyclo[3.1.1]heptane FC1=CC=C(OC[C@H]2N(C3CC([C@@H]2C)C3)C(=O)C=3N=C(SC3C3=NC=CC=N3)C)C=C1